FC(C1CCC(CC1)N[C@@H]1[C@H](OCCC1)CC=1C(=C2CN(C(C2=CC1)=O)C1C(NC(CC1)=O)=O)F)F 3-(5-(((2R,3S)-3-((4-(difluoromethyl)cyclohexyl)amino)tetrahydro-2H-pyran-2-yl)methyl)-4-fluoro-1-oxoisoindolin-2-yl)piperidine-2,6-dione